C(C1=CC=CC=C1)OC1=CC2=C(C3=C(C(C=C(N3CC2)OCC2OCC2)=O)C)C=C1 9-benzyloxy-1-methyl-4-(oxetan-2-ylmethoxy)-6,7-dihydrobenzo[a]quinolizin-2-one